OCCOCCOC1=C(C=CC=C1)CC(CC(=O)O)C 4-(2-(2-(2-hydroxyethoxy)ethoxy)phenyl)-3-methylbutanoic acid